N-(6-(6-(4-aminophenyl)-1-(2,6-difluorobenzyl)-5-((dimethylamino)methyl)-2,4-dioxo-1,2-dihydrothieno[2,3-d]pyrimidin-3(4H)-yl)pyridin-2-yl)-N-methylsulfonamide NC1=CC=C(C=C1)C1=C(C2=C(N(C(N(C2=O)C2=CC=CC(=N2)N(S(=O)=O)C)=O)CC2=C(C=CC=C2F)F)S1)CN(C)C